O[C@@H]([C@@H](C)[C@H]1CC[C@H]2[C@@H]3CC[C@@H]4C[C@@](CC[C@@H]4[C@H]3CC[C@]12C)(O)C(F)(F)F)COCCOC (3R,5R,8R,9R,10S,13S,14S,17R)-17-((2S,3S)-3-hydroxy-4-(2-methoxyethoxy)butan-2-yl)-13-methyl-3-(trifluoromethyl)hexadecahydro-1H-cyclopenta[a]phenanthren-3-ol